methyl 6-(2-cyanoacetyl)-2-naphthoate C(#N)CC(=O)C=1C=C2C=CC(=CC2=CC1)C(=O)OC